2-chloro-2-(2-chlorophenyl)-2-fluoro-acetic acid ClC(C(=O)O)(F)C1=C(C=CC=C1)Cl